C1OCC12CCNCC2 2-oxa-7-aza-spiro[3.5]nonane